(S)-N-(7-(3-hydroxyprop-1-yn-1-yl)-5-methyl-4-oxo-2,3,4,5-tetrahydrobenzo[b][1,4]oxazepin-3-yl)-4-phenoxypyridineamide OCC#CC1=CC2=C(OC[C@@H](C(N2C)=O)NC(=O)C2=NC=CC(=C2)OC2=CC=CC=C2)C=C1